FC(C(=O)O)(F)F.NCCOCCN1C(C=CC1=O)=O 1-(2-(2-aminoethoxy)ethyl)-1H-pyrrole-2,5-dione trifluoroacetate